O-((2R,3R,4S,5R)-2-(6-amino-2-fluoro-9H-purin-9-yl)-4-(benzyloxy)-5-((benzyloxy)methyl)-5-(2-methylprop-1-en-1-yl)tetrahydrofuran-3-yl) O-phenyl carbonothioate C(O[C@H]1[C@@H](O[C@]([C@H]1OCC1=CC=CC=C1)(C=C(C)C)COCC1=CC=CC=C1)N1C2=NC(=NC(=C2N=C1)N)F)(OC1=CC=CC=C1)=S